2-(3-nitro-4-(trifluoromethoxy)phenyl)-2,5-diazabicyclo[4.1.0]heptane dihydrochloride Cl.Cl.[N+](=O)([O-])C=1C=C(C=CC1OC(F)(F)F)N1C2CC2NCC1